[Ag].[Au].[Cu]=S copper sulfide gold-silver